FC(C1=CC=C(C=C1)[B-](C1=CC=C(C=C1)C(F)(F)F)(C1=CC=C(C=C1)C(F)(F)F)C1=CC=C(C=C1)C(F)(F)F)(F)F.ClC1=CC=C(C=C1)N1N=C(C=C1)OCC1=C(N)C=CC=C1 2-((1-(4-chlorophenyl)-1H-pyrazol-3-yloxy)methyl)aniline tetrakis{4-(trifluoromethyl)phenyl}borate